C(C)(C)(C)OC(=O)N[C@H](C(=O)O)CC=1SC=CC1 (S)-2-((tert-butoxycarbonyl)amino)-3-(thiophen-2-yl)propionic acid